[Si](C)(C)(C(C)(C)C)N1C=NC=C1 1-(tert-butyldimethylsilyl)imidazole